distearyl-tin dinaphthate C1(=CC=CC2=CC=CC=C12)C(=O)[O-].C1(=CC=CC2=CC=CC=C12)C(=O)[O-].C(CCCCCCCCCCCCCCCCC)[Sn+2]CCCCCCCCCCCCCCCCCC